FC=1C=C2C(=CNC2=CC1)C[C@@H](C)NC[C@@H](C(=O)OC)C Methyl (S)-3-(((R)-1-(5-fluoro-1H-indol-3-yl)propan-2-yl)amino)-2-methylpropanoate